C1(CC1)N1C(C2=CC=C(C=C2C1)OCC(CNC([O-])=O)=CF)=O 2-(((2-cyclopropyl-1-oxoisoindolin-5-yl) oxy) methyl)-3-fluoroallylcarbamate